tert-Butyl 5-(dimethylamino)-2-(4-ethoxyphenyl)thiazole-4-carboxylate CN(C1=C(N=C(S1)C1=CC=C(C=C1)OCC)C(=O)OC(C)(C)C)C